Sodium nitrate [N+](=O)([O-])[O-].[Na+]